CC=1C=C(CN)C=CC1 3-methylbenzylamine